COC1=CC=2CCN3C(C2C2=C1N=CN2)CC=2C=CC(=C(C2C3)OC)OC 4,10,11-trimethoxy-1,6,7,9,14,14a-hexahydroimidazo[4,5-h]isoquinolino[3,2-a]isoquinoline